5-(4-cyclopropylphenyl)-3-(ethanesulfonyl)-2-[1-methyl-5-[4-(trifluoromethyl)pyridin-2-yl]imidazol-2-yl]pyridine C1(CC1)C1=CC=C(C=C1)C=1C=C(C(=NC1)C=1N(C(=CN1)C1=NC=CC(=C1)C(F)(F)F)C)S(=O)(=O)CC